Pyrido-Pyridine N1=CC=CC2=C1C=CC=N2